Cl.N1C[C@@H](CC1)C(=O)N1C2CN(CC1CC2)C2=NC=C(C=N2)C(F)(F)F ((R)-pyrrolidin-3-yl)(3-(5-(trifluoromethyl)pyrimidin-2-yl)-3,8-diazabicyclo[3.2.1]oct-8-yl)methanone hydrochloride